tert-butyl (2S,5R)-5-(4-(4,6-dichloro-7H-pyrrolo[2,3-d]pyrimidin-7-yl)-2-methylphenyl)-2-methylmorpholine-4-carboxylate ClC=1C2=C(N=CN1)N(C(=C2)Cl)C2=CC(=C(C=C2)[C@@H]2CO[C@H](CN2C(=O)OC(C)(C)C)C)C